2-methyl-N-((R)-1-(naphthalen-1-yl)ethyl)-5-((((S)-pyrrolidin-2-yl)methyl)amino)benzamide 2,2,2-trifluoroacetate FC(C(=O)O)(F)F.CC1=C(C(=O)N[C@H](C)C2=CC=CC3=CC=CC=C23)C=C(C=C1)NC[C@H]1NCCC1